N1(CCCCC1)C1=CC=C(C=C1)C1=CC=C(C=C1)N1CCCCC1 4,4'-bis(1-piperidinyl)biphenyl